ClC=1C=C(C(=C(C1)NC1=CC=C(C=C1)OC)C)N 5-chloro-N1-(4-methoxyphenyl)-2-methylbenzene-1,3-diamine